5-amino-4-fluoro-N-[4-fluoro-5-(2-morpholin-4-ylpyrimidin-5-yl)-2-[(3R,5S)-3,4,5-trimethylpiperazin-1-yl]phenyl]-2-(trifluoromethyl)benzamide NC=1C(=CC(=C(C(=O)NC2=C(C=C(C(=C2)C=2C=NC(=NC2)N2CCOCC2)F)N2C[C@H](N([C@H](C2)C)C)C)C1)C(F)(F)F)F